3-amino-6-fluoroquinolin-2(1H)-one NC=1C(NC2=CC=C(C=C2C1)F)=O